ClC1=C(C=CC=C1)C1=C(C2=C(SCC1)C=C(C=C2)O)C2=CC=C(C=C2)CC2CN(CC2)CCCF 4-(2-chlorophenyl)-5-(4-((1-(3-fluoropropyl)pyrrolidin-3-yl)methyl)phenyl)-2,3-dihydrobenzo[b]thiepin-8-ol